BrC=1C=C(C(=C(C1)N[C@H]1[C@@](CCC1)(O)C)[N+](=O)[O-])F (1R,2R)-2-((5-bromo-3-fluoro-2-nitrophenyl)amino)-1-methylcyclopentan-1-ol